FC(N1N=CC(=C1C1=CC(=NC=C1)[C@@H](CC=C)NC(OC(C)(C)C)=O)[N+](=O)[O-])F (R)-tert-butyl (1-(4-(1-(difluoromethyl)-4-nitro-1H-pyrazol-5-yl)pyridin-2-yl)but-3-en-1-yl)carbamate